OC=1C(=NC=CC1)C1=CC(=CN1C)C(=O)OC methyl 5-(3-hydroxypyridin-2-yl)-1-methyl-1H-pyrrole-3-carboxylate